BrC1=CC(=C(NC2=CC(=C(C(=O)OC)C(=C2)OC)OC)C=C1)N methyl 4-(4-bromo-2-amino-anilino)-2,6-dimethoxy-benzoate